Cl.ClC1=CC=C(C=C1)NC1N(C(=NC(=N1)N)N1CCCC1)C1=CC(=CC=C1)F N-(4-Chlorophenyl)-N1-(3-fluorophenyl)-6-pyrrolidin-1-yl-[1,3,5]triazine-2,4-diamine hydrochloride